sodium ethylenediamine tetra-iron [Fe].[Fe].[Fe].[Fe].C(CN)N.[Na]